[C@@H]12NC[C@@H]([C@H](C1)C(=O)OC)C2 methyl (1S,4R,5S)-2-azabicyclo[2.2.1]heptane-5-carboxylate